C1(CC1)C1=CC(=C(C=C1)C(C)N1C[C@@H](N(C[C@H]1C)C=1C2=C(N(C(N1)=O)C)C=CC(=N2)C#N)C)F 4-((2S,5R)-4-(1-(4-cyclopropyl-2-fluorophenyl)ethyl)-2,5-dimethylpiperazin-1-yl)-1-methyl-2-oxo-1,2-dihydropyrido[3,2-d]pyrimidine-6-carbonitrile